3-bromo-1,5-dimethylpyridin-2-one BrC=1C(N(C=C(C1)C)C)=O